FC(C(=O)[O-])(F)F.C(CCC)(=O)OC(OC(C(=O)OC1CC2CCC(C1)[N+]21CCCC1)(C1=CC=CC=C1)C1=CC=CC=C1)C1=CC=CC=C1 3-(2-((butyryloxy)(phenyl)methoxy)-2,2-diphenylacetoxy)spiro[bicyclo[3.2.1]octane-8,1'-pyrrolidin]-8-ium 2,2,2-trifluoroacetate